BrC=1C=C(SC1)CC(=O)O 2-(4-bromothien-2-yl)-acetic acid